FC1=CNC=2C1=NC(=CC2CNC2(CCC2)C)C(=O)O 3-fluoro-7-(((1-methylcyclobutyl)amino)methyl)-1H-pyrrolo[3,2-b]pyridine-5-carboxylic acid